FCC1=C(C(=NO1)C=1N=NC(=CC1)C)COC1=CC=C(N=N1)C(=O)NC1CCOCC1 6-((5-(fluoromethyl)-3-(6-methylpyridazin-3-yl)isoxazol-4-yl)methoxy)-N-(tetrahydro-2H-pyran-4-yl)pyridazine-3-carboxamide